(4S)-3-((3-chloro-phenyl)sulfonyl)-4-propyldihydro-furan-2(3H)-one ClC=1C=C(C=CC1)S(=O)(=O)C1C(OC[C@@H]1CCC)=O